COC=1C=C2CCN(CC2=CC1NC1=NC=C(C(=N1)N1OCCC1C1=CC=CC=C1)C(F)(F)F)C 6-methoxy-2-methyl-N-(4-(3-phenylisooxazolidin-2-yl)-5-(trifluoromethyl)pyrimidin-2-yl)-1,2,3,4-tetrahydroisoquinolin-7-amine